tetralithium 1,2,4,5-benzenetetracarboxylate C=1(C(=CC(=C(C1)C(=O)[O-])C(=O)[O-])C(=O)[O-])C(=O)[O-].[Li+].[Li+].[Li+].[Li+]